methyl 2-(3-aminoprop-1-yn-1-yl)-4-(2,7-diazaspiro[3.5]nonan-7-yl)benzoate NCC#CC1=C(C(=O)OC)C=CC(=C1)N1CCC2(CNC2)CC1